C(CC1CO1)C1=C(C=CC=C1)F 1-(3,4-epoxybutyl)-2-fluorobenzene